5-methyl-N4-(2-oxo-2,3-dihydro-1,3-benzoxazol-5-yl)-N2-[2-(1,3,5-trimethyl-3,7-diazabicyclo[3.3.1]nonan-7-yl)pyridin-5-yl]-2,4-pyrimidinediamine CC=1C(=NC(=NC1)NC=1C=CC(=NC1)N1CC2(CN(CC(C1)(C2)C)C)C)NC=2C=CC1=C(NC(O1)=O)C2